(2-((Chlorocarbonyl)oxy)ethyl) Methanesulfonothioate CS(=O)(OCCOC(=O)Cl)=S